BrC=1C(=CC=2N(C1)N=CN2)Cl 6-bromo-7-chloro-[1,2,4]triazolo[1,5-a]pyridine